chloro-β-(E)-methoxyacrylic acid Cl\C(\C(=O)O)=C\OC